CN(C)[Nb](C1C=CC=C1)N(C)C bis(dimethylamino)(cyclopentadienyl)niobium